N-[4-(1-{[5-(methoxymethyl)pyridin-2-yl]carbonyl}piperidin-4-yl)butyl]thieno[2,3-c]pyridine-2-carboxamide COCC=1C=CC(=NC1)C(=O)N1CCC(CC1)CCCCNC(=O)C1=CC=2C(=CN=CC2)S1